FC=1C=C(C=CC1OC1=NC=CC(=N1)C)C1=C(N(C=2N=CN=C(C21)C)C)C2=CC=C(C=C2)NC(C(=C)C)=O N-(4-(5-(3-fluoro-4-((4-methylpyrimidin-2-yl)oxy)phenyl)-4,7-dimethyl-7H-pyrrolo[2,3-d]pyrimidin-6-yl)phenyl)methacrylamide